tert-butyl (S)-7-(benzyloxy)-1-(4-fluorophenyl)-3,4-dihydroisoquinoline-2(1H)-carboxylate C(C1=CC=CC=C1)OC1=CC=C2CCN([C@H](C2=C1)C1=CC=C(C=C1)F)C(=O)OC(C)(C)C